(6-chloro-2,3,4-trihydroxyphenyl)(4-propylphenyl)methanone ClC1=CC(=C(C(=C1C(=O)C1=CC=C(C=C1)CCC)O)O)O